C(#N)/C(/C(=O)NCC1=C(C=CC=C1)C#N)=C\C1=CNC2=NC=CC=C21 (E)-2-cyano-N-(2-cyanobenzyl)-3-(1H-pyrrolo[2,3-b]pyridin-3-yl)acrylamide